4-((5-amino-7-((spiro[2.3]hexan-5-ylmethyl)amino)-1H-pyrazolo[4,3-d]pyrimidin-1-yl)methyl)-3-(difluoromethoxy)benzoic acid NC=1N=C(C2=C(N1)C=NN2CC2=C(C=C(C(=O)O)C=C2)OC(F)F)NCC2CC1(CC1)C2